FC1=CC=C(C=C1)C1=CC=CC(=N1)OC(N(CC=1C=C2C(N(CC2=CC1)C1C(NC(CC1)=O)=O)=O)C)=O (6-(4-fluorophenyl)pyridin-2-yl)methyl((2-(2,6-dioxopiperidin-3-yl)-3-oxoisoindolin-5-yl)methyl)carbamate